(3-fluoro-5-methyl-4-(3-(1-methyl-1H-pyrazol-4-yl)-1H-pyrazolo[3,4-c]pyridin-5-yl)phenyl)-N-methylmethylamine FC=1C=C(C=C(C1C=1C=C2C(=CN1)NN=C2C=2C=NN(C2)C)C)N(C)C